[9-[1-(2,6-Dioxopiperidin-3-yl)-3-methyl-2-oxo-1,3-benzodiazol-4-yl]non-8-yn-1-yl]carbamic acid tert-butyl ester C(C)(C)(C)OC(NCCCCCCCC#CC1=CC=CC=2N(C(N(C21)C)=O)C2C(NC(CC2)=O)=O)=O